C1=C(C(=C(C2=CC(=CC=C12)C(=O)[O-])C(=O)[O-])C(=O)[O-])C(=O)[O-].[Ti+4] titanium 2,3,4,6-naphthalenetetracarboxylate